CN(C)[In](N(C)C)N(C)C tri(dimethylamino)indium